N-(4-((2-(2-oxabicyclo[2.1.1]hexan-4-yl)-6-methylpyrimidin-4-yl)amino)-5-(2,2-dimethyl-2,3-dihydro-[1,4]dioxino[2,3-b]pyridin-6-yl)pyridin-2-yl)acetamide C12OCC(C1)(C2)C2=NC(=CC(=N2)NC2=CC(=NC=C2C2=CC=C1C(=N2)OCC(O1)(C)C)NC(C)=O)C